N-[(2S,3R)-2-[(2,4'-difluoro-3'-methyl[1,1'-biphenyl]-3-yl)methyl]-4,4-difluoro-1-(oxetane-2-carbonyl)pyrrolidin-3-yl]ethanesulfonamide FC1=C(C=CC=C1C[C@@H]1N(CC([C@@H]1NS(=O)(=O)CC)(F)F)C(=O)C1OCC1)C1=CC(=C(C=C1)F)C